ClC=1C=C(C=CC1OC)NC(=O)C=1OC(=CC1)C1=C(N=CN1C1CCCC1)C1=CC=C(C=C1)F N-(3-chloro-4-methoxyphenyl)-5-(1-cyclopentyl-4-(4-fluorophenyl)-1H-imidazol-5-yl)furan-2-carboxamide